5-(4-(difluoromethyl)-6-(((S)-1,1,1-trifluorobutan-2-yl)amino)pyridin-3-yl)-N-(cis-2-Hydroxycyclopentyl)-4-((S)-2-methylpyrrolidine-1-carbonyl)thiazole-2-carboxamide FC(C1=C(C=NC(=C1)N[C@H](C(F)(F)F)CC)C1=C(N=C(S1)C(=O)N[C@H]1[C@H](CCC1)O)C(=O)N1[C@H](CCC1)C)F